BrC(C(=C(F)F)Br)(Br)Br tetrabromodifluoropropene